5-(p-Chlorophenyl)-6-{1-[(p-chlorophenyl)methyl]-1H-pyrazol-4-yl}-4-pyrimidinylamine ClC1=CC=C(C=C1)C=1C(=NC=NC1C=1C=NN(C1)CC1=CC=C(C=C1)Cl)N